S1C(=NC2=C1C=CC=C2)NC2=CC1=C(N=N2)N(C=C1)C=1SC(=C(N1)C(=O)O)CCCOC1=C(C=CC=C1)F 2-{3-[(1,3-Benzothiazol-2-yl)amino]-7H-pyrrolo[2,3-c]pyridazin-7-yl}-5-[3-(2-fluorophenoxy)propyl]-1,3-thiazole-4-carboxylic acid